C1C[C@H](N(C1)C(=O)[C@@H]2CCCN2C(=O)[C@H](CCCN=C(N)N)N)C(=O)NCC(=O)N[C@@H](CC3=CC=CC=C3)C(=O)N[C@@H](CO)C(=O)N4CCC[C@H]4C(=O)N[C@@H](CC5=CC=CC=C5)C(=O)N[C@@H](CCCN=C(N)N)C(=O)O The molecule is a linear nonapeptide messenger belonging to the kinin group of proteins, with amino acid sequence RPPGFSPFR. Enzymatically produced from kallidin in the blood, it is a powerful vasodilator that causes smooth muscle contraction, and may mediate inflammation. It has a role as a human blood serum metabolite and a vasodilator agent. It is a tautomer of a bradykinin(2+).